FS(=NF)C(C(C(C(F)(F)F)(F)F)(F)F)(F)F.[Li] lithium perfluorobutylsulfimide